C(C)(C)(C)C1=CC=C(C=C1)C(C(Cl)Cl)=O p-tertbutyl-dichloroacetophenone